FC(F)C1=NN(C=C1C(=O)NC1=C(C=CC=C1)OC(C(F)F)(F)F)C (difluoromethyl)-1-methyl-N-[2-(1,1,2,2-tetrafluoroethoxy)phenyl]-1H-pyrazole-4-carboxamide